FC=1C=C2C=CC(=NC2=CC1O)C 6-fluoro-2-methylquinolin-7-ol